3-(3-(trifluoromethoxy)benzyl)-1,7-naphthyridin-one FC(OC=1C=C(CC=2C(NC3=CN=CC=C3C2)=O)C=CC1)(F)F